ClC1=C(C(=CC(=C1)CNCC)F)N1C=NC(=C1)C1=NC(=NC=C1C(F)(F)F)NC1CCN(CC1)S(=O)(=O)C 4-(1-(2-Chloro-4-((ethylamino)methyl)-6-fluorophenyl)-1H-imidazol-4-yl)-N-(1-(methylsulfonyl)piperidin-4-yl)-5-(trifluoromethyl)pyrimidin-2-amine